NCCOCCOCCOCCOCCC(=O)O 15-Amino-4,7,10,13-tetraoxapentadecanoic acid